FC1=C2C3=C(NC2=C(C=C1F)NC)N=CC(=C3N3C[C@H]([C@@H](C3)C)O)C=3C=C1C(C(=CN(C1=NC3)C)C(=O)O)=O 6-[5,6-difluoro-4-[trans-3-hydroxy-4-methyl-pyrrolidin-1-yl]-8-(methylamino)-9H-pyrido[2,3-b]indol-3-yl]-1-methyl-4-oxo-1,8-naphthyridine-3-carboxylic acid